C(CC\C=C\CCCCC)=O E-4-decenal